3-amino-5-carboxyl-N-methylbenzamide NC=1C=C(C(=O)NC)C=C(C1)C(=O)O